Cl\C=C/C(=O)N(C1=CC=C2C(=N1)C(N(C2)CC)=O)C2=C(C=C(C(=C2)C)I)C2CC2 (2Z)-3-chloro-N-(2-cyclopropyl-4-iodo-5-methylphenyl)-N-{6-ethyl-7-oxo-5H-pyrrolo[3,4-b]pyridin-2-yl}prop-2-enamide